methyl N-(4-iodo-5-methyl-2-pyridyl)carbamate IC1=CC(=NC=C1C)NC(OC)=O